3,5-diethyl-1-(4-nitrophenyl)-2-propyl-1,2-dihydropyridine C(C)C=1C(N(C=C(C1)CC)C1=CC=C(C=C1)[N+](=O)[O-])CCC